N(F)F Fluorimide